FC=1C(N(C=CC1)C=1C=NC=CC1)=O fluoro-2H-[1,3'-bipyridin]-2-one